NCCCNC(C(=C)C)=O N-(3-Aminopropyl)-Methacrylamid